BrC1=NC(=NC(=N1)Br)Br 2,4,6-tribromo-s-triazine